C(C)OC(=O)C1=CC2=C(N(C(=N2)NC=2OC3=C(N2)C=CC(=C3)OC(F)(F)F)CC)C=C1 1-ethyl-2-((6-(trifluoromethoxy)benzo[d]oxazol-2-yl)amino)-1H-benzo[d]imidazole-5-carboxylic acid ethyl ester